NC1=C2C(=NC=N1)N(N=C2C2=CC=C(C=C2)CNC(C2=C(C=C(C=C2)F)OC)=O)C2CCCC2 N-[[4-(4-amino-1-cyclopentyl-pyrazolo[3,4-D]pyrimidin-3-yl)phenyl]methyl]-4-fluoro-2-methoxy-benzamide